4-[(1H-imidazol-1-yl)methyl]-N-[7-methoxy-4-(oxan-4-yl)-1H-1,3-benzodiazol-2-yl]benzamide N1(C=NC=C1)CC1=CC=C(C(=O)NC2=NC3=C(N2)C(=CC=C3C3CCOCC3)OC)C=C1